O=C(CCNC(OC(C)(C)C)=O)NC1=C2C=NN(C2=CC(=C1)N1C=NN=C1)C1OCCCC1 tert-Butyl (3-oxo-3-((1-(tetrahydro-2H-pyran-2-yl)-6-(4H-1,2,4-triazol-4-yl)-1H-indazol-4-yl)amino)propyl)carbamate